C(C1=CC=CC=C1)NC(=O)N1N(CC(N2[C@@H]1CN(C([C@@H]2CC2=CC=C(C=C2)O)=O)CC=2C=CC=C1C=CC=NC21)=O)CC=2N=NN(C2)CC(=O)OC methyl 2-(4-(((6S,9aS)-1-(benzylcarbamoyl)-6-(4-hydroxybenzyl)-4,7-dioxo-8-(quinolin-8-ylmethyl)octahydro-2H-pyrazino[2,1-c][1,2,4]triazin-2-yl)methyl)-1H-1,2,3-triazol-1-yl)acetate